6-(4-(4-((tert-butyldiphenylsilyl)oxy)-3-methyltetrahydrofuran-3-yl)piperazin-1-yl)-5-chloro-1-(tetrahydro-2H-pyran-2-yl)-1H-indazole [Si](C1=CC=CC=C1)(C1=CC=CC=C1)(C(C)(C)C)OC1C(COC1)(C)N1CCN(CC1)C1=C(C=C2C=NN(C2=C1)C1OCCCC1)Cl